(R)-8-(4-isobutyryl-3-methylpiperazin-1-yl)-N-(3-methyloxetan-3-yl)-3-(5-(trifluoromethyl)-1,3,4-thiadiazol-2-yl)imidazo[1,5-a]pyridine-6-sulfonamide C(C(C)C)(=O)N1[C@@H](CN(CC1)C=1C=2N(C=C(C1)S(=O)(=O)NC1(COC1)C)C(=NC2)C=2SC(=NN2)C(F)(F)F)C